(R)-8-((R)-5H-Imidazo[5,1-a]isoindol-5-yl)-5,6,7,8-tetrahydroisochinolin-8-ol C=1N=CN2C1C1=CC=CC=C1[C@@H]2[C@]2(CCCC=1C=CN=CC21)O